Cl.FC(OC1=C(SC=C1)CNCC[C@]1(CCOC2(CCCC2)C1)C1=NC=CC=C1)F (R)-N-((3-(difluoromethoxy)thiophen-2-yl)methyl)-2-(9-(pyridin-2-yl)-6-oxaspiro[4.5]decan-9-yl)ethylamine hydrochloride